(R)-5-cyclopentylpyrazolid-3-one L-malate C([C@@H](O)CC(=O)O)(=O)O.C1(CCCC1)[C@H]1CC(NN1)=O